C(#C)C1=NNC2=CC(=C(C=C12)F)OCCOC 3-Ethynyl-5-fluoro-6-(2-methoxyethoxy)-1H-indazol